1-(benzenesulfonyl)-6-chloro-pyrrolo[2,3-b]pyridine-3-sulfonyl chloride C1(=CC=CC=C1)S(=O)(=O)N1C=C(C=2C1=NC(=CC2)Cl)S(=O)(=O)Cl